IC=CS(=O)(=O)C=CI iodovinylsulfone